tetrahydronaphtho-thiophene C1CSC2C1=C1C=CC=CC1=CC2